(4,6-dimethylpyridin-2-yl)-4-((4-(3-hydroxyphenyl)thiazol-2-yl)amino)benzenesulfonamide CC1=CC(=NC(=C1)C)C1=C(C=CC(=C1)NC=1SC=C(N1)C1=CC(=CC=C1)O)S(=O)(=O)N